7,7-dimethyl-6,7-dihydro-4H-spiro[benzo[d]isoxazole-5,3'-piperidine] hydrochloride Cl.CC1(CC2(CNCCC2)CC=2C=NOC21)C